1-tert-butyl 2-methyl (2S,4R)-4-(pyridin-4-yloxy)pyrrolidine-1,2-dicarboxylate N1=CC=C(C=C1)O[C@@H]1C[C@H](N(C1)C(=O)OC(C)(C)C)C(=O)OC